2-methyl-1,4-di(dodecyloxy)naphthalene CC1=C(C2=CC=CC=C2C(=C1)OCCCCCCCCCCCC)OCCCCCCCCCCCC